S1(C2=C(OC=CN1)C=CC=C2)(=O)=O 2H-benzo[b][1,4,5]oxathiazepine 1,1-dioxide